BrC1=C(C=C2C=C(N=CC2=C1)OCCC(=O)N(C)C)C(F)(F)P(O)(O)=O ((7-bromo-3-(3-(dimethylamino)-3-oxopropoxy)isoquinolin-6-yl)difluoromethyl)phosphonic acid